FC=1C=2N(C=C(C1)C=1C=C3C=CC(=CC3=CC1)N1C[C@H](CC1)NC)C=C(N2)C (S)-1-(6-(8-fluoro-2-methylimidazo[1,2-a]pyridin-6-yl)naphthalen-2-yl)-N-methylpyrrolidin-3-amine